ClCCC[C@]1([C@@H]2C[C@@H]2CN1C(=O)OC(C)(C)C)C(=O)OC 3-(tert-butyl) 2-methyl (1R,2S,5S)-2-(3-chloropropyl)-3-azabicyclo[3.1.0]hexane-2,3-dicarboxylate